ClC1=C(C=CC=C1)C=1C=C(C=CC1)[C@H]1SCC[C@H](NC1=O)CNCC(F)(F)F (2R,5S)-2-[3-(2-chlorophenyl)phenyl]-5-[(2,2,2-trifluoroethylamino)methyl]-1,4-thiazepan-3-one